ClC1=C(C(=O)N)C=CC(=C1)NC1=NC=C(C(=N1)NCC=1C(=NC=CC1)N(S(=O)(=O)C)C)C(F)(F)F 2-chloro-4-({4-[({2-[methyl(methylsulfonyl)amino]pyridin-3-yl}methyl)amino]-5-(trifluoromethyl)pyrimidin-2-yl}amino)benzamide